N-(5-((2-(methoxymethyl)-1-methyl-1H-benzo[d]imidazol-6-yl)ethynyl)-8-(methylamino)-2,7-naphthyridin-3-yl)cyclopropanecarboxamide COCC1=NC2=C(N1C)C=C(C=C2)C#CC2=C1C=C(N=CC1=C(N=C2)NC)NC(=O)C2CC2